(4-fluoroisoindolin-2-yl)-3-isopropyl-N-(3-methoxyphenyl)-7-(1H-pyrazol-4-yl)pyrazolo[1,5-a]pyrimidine-2-carboxamide FC1=C2CN(CC2=CC=C1)C1=NC=2N(C(=C1)C=1C=NNC1)N=C(C2C(C)C)C(=O)NC2=CC(=CC=C2)OC